C(C)OC(CCC1=CC=C(C=C1)S(=O)(=O)CC1CC1)=O 3-(4-((cyclopropylmethyl)sulfonyl)phenyl)propionic acid ethyl ester